4-amino-N-(7-bromoisochroman-4-yl)-N-methyl-1,3-dihydrofuro[3,4-c]quinoline-8-carboxamide NC1=NC=2C=CC(=CC2C2=C1COC2)C(=O)N(C)C2COCC1=CC(=CC=C21)Br